[(3S)-5-oxopyrrolidin-3-yl]N-[2-[[3-[2-(cyclopropoxy)-3-pyridyl]pyrazolo[1,5-a]pyrimidin-5-yl]amino]ethyl]-N-methyl-carbamate O=C1C[C@@H](CN1)OC(N(C)CCNC1=NC=2N(C=C1)N=CC2C=2C(=NC=CC2)OC2CC2)=O